2-methyl-4,4-bis(methylthio)-2-azabicyclo[3.1.0]hexan-3-one CN1C2CC2C(C1=O)(SC)SC